di-tert-butyl (2R,4R)-4-((6-((1-(tert-butyl)-5-methyl-1H-pyrazol-3-yl) amino)-4-ethyl-3-fluoropyridin-2-yl) methyl)-2-methylpiperidine-1,4-dicarboxylate C(C)(C)(C)N1N=C(C=C1C)NC1=CC(=C(C(=N1)C[C@@]1(C[C@H](N(CC1)C(=O)OC(C)(C)C)C)C(=O)OC(C)(C)C)F)CC